C(=O)O.NC1=NN=C(C2=CC(=CC=C12)C=1C=C(C=CC1OC(F)F)B(O)O)C [3-(1-amino-4-methylphthalazin-6-yl)-4-(difluoromethoxy)phenyl]boronic Acid Formic Acid Salt